COC(=O)C1(CN(C(CN1)(C)F)C1=CC(N(C2=NC(=CC=C12)Cl)C=1C(=NC=CC1C)C(C)C)=O)N 3-amino-7-chloro-6-fluoro-1-(2-isopropyl-4-methylpyridin-3-yl-2-oxo-1,2-dihydro-1,8-naphthyridin-4-yl)-6-methylpiperazine-3-carboxylic acid methyl ester